Choline p-toluenesulfonate CC1=CC=C(C=C1)S(=O)(=O)OCC[N+](C)(C)C